C(=O)(O)C1(CCOC2=C1C=CC=C2)CC(=O)O 4-Carboxy-3,4-dihydro-2H-1-benzopyran-4-acetic acid